O=P12OP3(=O)OP(=O)(O1)OP(=O)(O2)O3 tetraphosphorus decaoxide